N-[(1R)-1-[3-(1,3-Dimethylpyrazol-4-yl)-5-methoxy-phenyl]ethyl]-2-methyl-5-(4-piperidyl)benzamide CN1N=C(C(=C1)C=1C=C(C=C(C1)OC)[C@@H](C)NC(C1=C(C=CC(=C1)C1CCNCC1)C)=O)C